[Ge+2].[Te-2].[Cr+3] chromium telluride germanium